N-(3-chloro-2-fluorophenyl)-2-(hydroxyimino)acetamide ClC=1C(=C(C=CC1)NC(C=NO)=O)F